C(#N)CNC(=O)C1=CC2=C(N=CN2)C=C1 benzoimidazole-5-carboxylic acid cyanomethyl-amide